(S)-3-((1-hydroxypropan-2-yl)amino)-5-(2-methyl-4-(6-(trifluoromethyl)-quinazolin-2-yl)phenyl)-6,7-dihydropyrazolo[1,5-a]pyrazin-4(5H)-one OC[C@H](C)NC=1C=NN2C1C(N(CC2)C2=C(C=C(C=C2)C2=NC1=CC=C(C=C1C=N2)C(F)(F)F)C)=O